COC=1SC=2N=C(SC2N1)C=1OC2=C(C1)C(=CC(=C2)OC)OCC=2N=C(SC2C)N2CCN(CC2)C 2-methoxy-5-(6-methoxy-4-((5-methyl-2-(4-methylpiperazin-1-yl)thiazol-4-yl)methoxy)benzofuran-2-yl)thiazolo[5,4-d]Thiazole